(S)-7-((S)-1-(4-fluorophenyl)-1,2,3,4-tetrahydroisoquinoline-2-carbonyl)-1,4-oxaazepane-4-carboxylic acid tert-butyl ester C(C)(C)(C)OC(=O)N1CCO[C@@H](CC1)C(=O)N1[C@H](C2=CC=CC=C2CC1)C1=CC=C(C=C1)F